azopyrimidine C1=CN=C(N=C1)/N=N/C2=NC=CC=N2